2-(6-(azetidin-3-yl)pyridazin-3-yl)-5-(2,8-dimethylimidazo[1,2-b]pyridazin-6-yl)phenol 2,2,2-trifluoroacetate FC(C(=O)O)(F)F.N1CC(C1)C1=CC=C(N=N1)C1=C(C=C(C=C1)C=1C=C(C=2N(N1)C=C(N2)C)C)O